5-chloro-3-(4-methylsulfonylphenyl)furo[3,2-b]pyridine ClC1=CC=C2C(=N1)C(=CO2)C2=CC=C(C=C2)S(=O)(=O)C